tert-butyl 4-(2-(2,6-dimethylpyridin-4-yl)-3-methyl-1H-indol-6-yl)-3,6-dihydropyridine-1(2H)-carboxylate CC1=NC(=CC(=C1)C=1NC2=CC(=CC=C2C1C)C=1CCN(CC1)C(=O)OC(C)(C)C)C